1-(methylsulfonyl)naphthalene CS(=O)(=O)C1=CC=CC2=CC=CC=C12